ClC=1C=C2C(=NC=NC2=C(C1)C(F)(F)F)NC(C)C1=NC=CN=C1N1N=CC=N1 6-chloro-N-[1-[3-(triazol-2-yl)pyrazin-2-yl]ethyl]-8-(trifluoromethyl)quinazolin-4-amine